1-(4-((4-amino-7-isopropyl-5-(4-phenoxyphenyl)-7H-pyrrolo[2,3-d]pyrimidin-6-yl)ethynyl)-4-methoxypiperidin-1-yl)prop-2-en-1-one NC=1C2=C(N=CN1)N(C(=C2C2=CC=C(C=C2)OC2=CC=CC=C2)C#CC2(CCN(CC2)C(C=C)=O)OC)C(C)C